(7-(2-(4-(6-fluorobenzo[b]thiophen-4-yl)piperazin-1-yl)ethyl)-2-oxoquinolin-1(2H)-yl)methyl 2-pentylheptanoate C(CCCC)C(C(=O)OCN1C(C=CC2=CC=C(C=C12)CCN1CCN(CC1)C1=CC(=CC=2SC=CC21)F)=O)CCCCC